FC(C1(CC1)C#CC=1C=NC=CC1B(O)O)F 3-{2-[1-(difluoromethyl)cyclopropyl]ethynyl}pyridin-4-ylboronic acid